rel-N-{(7S,8S)-8-[(3'-fluoro[1,1'-biphenyl]-3-yl)methyl]-2-methyl-5,6,7,8-tetrahydroimidazo[1,2-a]pyridin-7-yl}ethanesulfonamide FC=1C=C(C=CC1)C1=CC(=CC=C1)C[C@@H]1C=2N(CC[C@@H]1NS(=O)(=O)CC)C=C(N2)C |o1:14,19|